aminocaprylate NC(C(=O)[O-])CCCCCC